C(CCCC\C=C/C\C=C/C\C=C/C\C=C/CC)(=O)N[C@@H](CCC(N)=O)C(=O)O N-stearidonoyl-glutamine